thiazole-2-ylmethylamine hydroiodide I.S1C(=NC=C1)CN